N-TERt-BUTYLBENZOTHIAZOLE C(C)(C)(C)N1CSC2=C1C=CC=C2